N-(5-(5-(2-cyclohexyl-2-hydroxyethoxy)-2-methylpyridin-4-yl)pyrazolo[1,5-a]pyridin-2-yl)cyclopropanecarboxamide C1(CCCCC1)C(COC=1C(=CC(=NC1)C)C1=CC=2N(C=C1)N=C(C2)NC(=O)C2CC2)O